N-(3-bromophenyl)formamide BrC=1C=C(C=CC1)NC=O